2-(4-ethoxyphenyl)-1,8-naphthyridine-4-carboxylic acid C(C)OC1=CC=C(C=C1)C1=NC2=NC=CC=C2C(=C1)C(=O)O